ClC=1C=CC(=NC1)NC([C@H](C)N1C[C@H](C[C@@H](C1)C1=CC=NN1)C)=O (S)-N-(5-chloropyridin-2-yl)-2-((3S,5S)-3-methyl-5-(1H-pyrazol-5-yl)piperidin-1-yl)propanamide